The molecule is a guaiacyl lignin that is guaiacylglycerol in which the hydrogen on the 2-hydroxy function has been replaced by a beta-coniferyl group. It has a role as a plant metabolite and a bacterial metabolite. It is a guaiacyl lignin, a monomethoxybenzene, a member of phenols, a primary alcohol and a secondary alcohol. It derives from a guaiacylglycerol and a coniferol. COC1=C(C=CC(=C1)/C=C/CO)OC(CO)C(C2=CC(=C(C=C2)O)OC)O